trans-2-aminothioformyl-5-(isopropoxycarbonylamino)piperidine-1-carboxylic acid tert-butyl ester C(C)(C)(C)OC(=O)N1[C@H](CC[C@@H](C1)NC(=O)OC(C)C)C(=S)N